3-ethyl-2-pentanone C(C)C(C(C)=O)CC